NC1=NC2=CC(=CC(=C2C(=C1)N[C@@H]1C[C@H](CC1)O)C)Br (1S,3S)-3-(2-Amino-7-bromo-5-methylquinolin-4-ylamino)cyclopentanol